4,8-Bis(3,5-dimethylphenyl)-6-isopropyl-1,2,3,5-tetrahydro-s-indacene CC=1C=C(C=C(C1)C)C1=C2CCCC2=C(C=2C=C(CC12)C(C)C)C1=CC(=CC(=C1)C)C